NC=1C2=C(N=CN1)N(C=C2C2=CC(=C(C=C2)NC(=O)NC2=CC(=C(C=C2)C(C)N2CCN(CC2)C)C(F)(F)F)F)C2CC2 1-(4-(4-amino-7-cyclopropyl-7H-pyrrolo[2,3-d]pyrimidin-5-yl)-2-fluorophenyl)-3-(4-(1-(4-methylpiperazin-1-yl)ethyl)-3-(trifluoromethyl)phenyl)urea